tert-butyl (2R,3S,4S)-4-[(tert-butoxycarbonyl)oxy]-3-{[3-(isopropylamino) propanoyl]oxy}-2-[(4-methoxyphenyl)methyl]pyrrolidine-1-carboxylate C(C)(C)(C)OC(=O)O[C@@H]1[C@H]([C@H](N(C1)C(=O)OC(C)(C)C)CC1=CC=C(C=C1)OC)OC(CCNC(C)C)=O